CC(C)(C)[S@](=O)N[C@@H]1[C@@H](OCC12CCNCC2)C (S)-2-methyl-N-[(3S,4S)-3-methyl-2-oxa-8-azaspiro[4.5]dec-4-yl]propane-2-sulfinamide